NC1=CC(=NC(=N1)N1CCC(CC1)(F)F)C(=O)OC methyl 6-amino-2-(4,4-difluoropiperidin-1-yl)-pyrimidine-4-carboxylate